CC1=C(C=CC=C1)N1C(=O)C2C3C=CC(C2C1=O)C3 N-2-methylphenyl-bicyclo[2.2.1]hept-5-ene-2,3-dicarboximide